1-(2-hydroxyethyl)-7-oxo-4,5,6,7-tetrahydro-1H-indazole-3-carboxylic acid ethyl ester C(C)OC(=O)C1=NN(C=2C(CCCC12)=O)CCO